N-methyl-5-((1S,6R)-5-((6-oxo-7-(trifluoromethyl)-5,6-dihydro-1,5-naphthyridin-3-yl)methyl)-2,5-diazabicyclo[4.2.0]oct-2-yl)picolinamide CNC(C1=NC=C(C=C1)N1[C@H]2CC[C@H]2N(CC1)CC=1C=NC=2C=C(C(NC2C1)=O)C(F)(F)F)=O